N1C(=CC(=C1)C(=O)N)C(=O)N 1H-pyrrole-2,4-dicarboxamide